C1(CC1)C=1C(=C2C(=NC1C(F)(F)F)CCC2)NC(=O)N=[S@](=O)(N)C=2SC=C(C2)C(C)(C)O (R)-N'-((3-cyclopropyl-2-(trifluoromethyl)-6,7-dihydro-5H-cyclopenta[b]pyridin-4-yl)carbamoyl)-4-(2-hydroxypropan-2-yl)thiophene-2-sulfonimidamide